(3S)-N-(((2S,5R)-6-(phenylmethyloxy)-7-oxo-1,6-diazabicyclo[3.2.1]oct-2-yl)(imino)methyl)-1-methylpiperidine-3-carboxamide C1(=CC=CC=C1)CON1[C@@H]2CC[C@H](N(C1=O)C2)C(NC(=O)[C@@H]2CN(CCC2)C)=N